4-fluorophenylacetonitrile FC1=CC=C(C=C1)CC#N